((2S,3S)-3-(2-fluorophenyl)-1,4-dioxaspiro[4.5]decan-2-yl)methyl sulfamate S(N)(OC[C@@H]1OC2(O[C@H]1C1=C(C=CC=C1)F)CCCCC2)(=O)=O